(S)-1-(2-(3-acetyl-5-(2-methylpyrazolo[1,5-a]pyrimidin-6-yl)-1H-indol-1-yl)acetyl)-N-(6-methylpyridin-2-yl)azetidine-2-carboxamide C(C)(=O)C1=CN(C2=CC=C(C=C12)C=1C=NC=2N(C1)N=C(C2)C)CC(=O)N2[C@@H](CC2)C(=O)NC2=NC(=CC=C2)C